N=1N(C=C2C1CNC2)C=2C=CC(=NC2F)C(=O)NC 5-(5,6-dihydropyrrolo[3,4-c]pyrazol-2(4H)-yl)-6-fluoro-N-methylpicolinamide